dioctyltin bis-isooctylmercaptoacetate C(CCCCC(C)C)SC(C(=O)[O-])SCCCCCC(C)C.C(CCCCCCC)[Sn+2]CCCCCCCC.C(CCCCC(C)C)SC(C(=O)[O-])SCCCCCC(C)C